N-(6-methyl-2-benzothiazolyl)-2-[[3,4,6,7-tetrahydro-3-(2-methylphenyl)-4-oxothieno[3,2-d]pyrimidin-2-yl]thio]acetamide CC1=CC2=C(N=C(S2)NC(CSC=2N(C(C3=C(N2)CCS3)=O)C3=C(C=CC=C3)C)=O)C=C1